OCC#CC=1C=NC(=C(C(=O)OC)C1)OC methyl 5-(3-hydroxyprop-1-yn-1-yl)-2-methoxynicotinate